2-{[(αR)-6-[(4S)-4-[2-(benzyloxy)-ethyl]-2,5-dioxo-imidazolidin-1-yl]-spiro[3.3]heptan-2-yl]oxy}pyridine-3-carboxamide C(C1=CC=CC=C1)OCC[C@@H]1NC(N(C1=O)C1CC2(CC(C2)OC2=NC=CC=C2C(=O)N)C1)=O